ClC=1C=C(C(=NC1)OC)S(=O)(=O)NC1=C(C(=C(C=C1)F)C=1C=C2C=NC(=NC2=CC1)N[C@H]1C[C@H](CCC1)N(C)C)F |r| rac-5-chloro-N-(3-(2-(((1R,3S)-3-(dimethylamino)cyclohexyl)amino)quinazolin-6-yl)-2,4-difluorophenyl)-2-methoxypyridine-3-sulfonamide